NCC1=NN(C=C1)CC1=CC2=C(C(=NO2)NS(=O)(=O)C2=C(C=CC=C2OC)OC)C(=C1)OC N-(6-((3-(aminomethyl)-1H-pyrazol-1-yl)methyl)4-methoxybenzo[d]isoxazol-3-yl)-2,6-dimethoxybenzenesulfonamide